1-(3-Bromophenyl)-N-(3-cyanophenyl)methanesulfonamide BrC=1C=C(C=CC1)CS(=O)(=O)NC1=CC(=CC=C1)C#N